(S)-2-(4-chloro-1H-pyrrole-2-carboxamido)-5,5-dimethylhexanoic acid ClC=1C=C(NC1)C(=O)N[C@H](C(=O)O)CCC(C)(C)C